FC1=C(C=O)C=CC(=C1)B1OC(C(O1)(C)C)(C)C 2-fluoro-4-(4,4,5,5-tetramethyl-1,3,2-dioxaborolan-2-yl)benzaldehyde